N-[4-(9-phenyl-9H-carbazol-3-yl)phenyl]-N-[1,1':4',1''-terphenyl-4-yl]-9,9-dimethyl-9H-fluoren-4-amine C1(=CC=CC=C1)N1C2=CC=CC=C2C=2C=C(C=CC12)C1=CC=C(C=C1)N(C1=CC=CC=2C(C3=CC=CC=C3C12)(C)C)C1=CC=C(C=C1)C1=CC=C(C=C1)C1=CC=CC=C1